1,3,4-trimethyl-1H-pyrrole CN1C=C(C(=C1)C)C